N=1C=NN2C1C=C(C=C2)OC2=C(C=C(C=C2)NC2=NC=NN1C2=C(C=C1)C1CN(C1)C(\C=C\CC(C)C)=O)C (E)-1-(3-(4-((4-([1,2,4]triazolo[1,5-a]pyridin-7-yloxy)-3-methylphenyl)amino)pyrrolo[2,1-f][1,2,4]triazin-5-yl)azetidin-1-yl)-5-methylhex-2-en-1-one